ClC=1C=C2C(=NC1C1=CC=C(C=C1)C1=C(C=CC=C1)O)N=C(N2COCC[Si](C)(C)C)SCP(OCC)(OCC)=O diethyl (((6-chloro-5-(2'-hydroxy-[1,1'-biphenyl]-4-yl)-1-((2-(trimethylsilyl)ethoxy)methyl)-1H-imidazo[4,5-b]pyridin-2-yl)thio)methyl)phosphonate